(6aR,9R)-7-(3,4-difluorobenzyl)-N,N-diethyl-4,6,6a,7,8,9-hexahydroindolo[4,3-fg]quinoline-9-carboxamide FC=1C=C(CN2C[C@@H](C=C3C4=C5C(C[C@@H]23)=CNC5=CC=C4)C(=O)N(CC)CC)C=CC1F